4-[5-(ethylsulfonylmethyl)-2-[4-[2-(4-piperidyl)ethyl]phenoxy]phenyl]-6-methyl-1H-pyrrolo[2,3-c]pyridin-7-one C(C)S(=O)(=O)CC=1C=CC(=C(C1)C=1C2=C(C(N(C1)C)=O)NC=C2)OC2=CC=C(C=C2)CCC2CCNCC2